5-hydroxy-5-(hydroxymethyl)-2-methoxy-2-cyclohexene OC1(CC=C(CC1)OC)CO